18-(2,5,7,10,13,16-hexaoxaheptadecan-17-yl)-18-methyl-2,5,7,10,13,16,20-heptaoxadocosan-22-al COCCOCOCCOCCOCCOCC(COCCOCCOCCOCOCCOC)(COCC=O)C